P(=O)(O)(O)O.CC1NCCNC1 2-Methylpiperazine monophosphate